4-(2-(6-(2,6-dichloro-4-propylphenyl)-4-methyl-1,1-dioxido-1,2,6-thiadiazinan-2-yl)acetamido)adamantan-1-carboxamide ClC1=C(C(=CC(=C1)CCC)Cl)N1CC(CN(S1(=O)=O)CC(=O)NC1C2CC3(CC(CC1C3)C2)C(=O)N)C